O(C1=CC=CC=C1)C(C(F)(F)OC(C(OC1=CC=CC=C1)F)(F)F)F 2-phenoxy-1,1,2-trifluoroethyl ether